2-t-butyl-9,10-di-2-naphthylanthracene C(C)(C)(C)C1=CC2=C(C3=CC=CC=C3C(=C2C=C1)C1=CC2=CC=CC=C2C=C1)C1=CC2=CC=CC=C2C=C1